FC(OC1=CC=C(C=C1C1=CC=CC=C1)C=1C(=[N+](C=C(N1)C)[O-])C)F 3-(6-(difluoromethoxy)-[1,1'-biphenyl]-3-yl)-2,5-dimethylpyrazine 1-oxide